C(C)(C)(C)OC(=O)N1[C@H](CN(CC1)C1=NC(=CC=C1)OCC1=C(C=C(C=C1)C(=O)OC)Br)C (S)-4-(6-((2-bromo-4-(methoxycarbonyl)benzyl)oxy)pyridine-2-yl)-2-methylpiperazine-1-carboxylic acid tert-butyl ester